NC(C)(C)C=1C=C2C=C(N(C2=CC1)CCCC(F)(F)F)CN1C(N(C2=C1C=C(C=C2)F)C2CC2)=O 3-((5-(2-aminopropan-2-yl)-1-(4,4,4-trifluorobutyl)-1H-indol-2-yl)methyl)-1-cyclopropyl-5-fluoro-1,3-dihydro-2H-benzo[d]imidazol-2-one